FC1=C(C(=O)O)C(=CC=C1C(F)(F)F)OC1=C(C=C(C=C1)F)C 2-fluoro-6-(4-fluoro-2-methyl-phenoxy)-3-(trifluoromethyl)benzoic acid